NC([C@@](CC(F)(F)F)(C)NC(=O)C1=CC(=C2N1CCC1=CC(=C(C=C21)Br)OC)CC(F)(F)F)=O (S)-N-(1-amino-4,4,4-trifluoro-2-methyl-1-oxobutan-2-yl)-9-bromo-8-methoxy-1-(2,2,2-trifluoroethyl)-5,6-dihydropyrrolo[2,1-a]isoquinoline-3-carboxamide